ClC=1C=C(C=C(C1)S(=O)(=O)C)NC(=O)C=1SC(=C(C1)N1N=CC(=C1)OC)C N-(3-chloro-5-(methylsulfonyl)phenyl)-4-(4-methoxy-1H-pyrazol-1-yl)-5-methylthiophene-2-carboxamide